[Zn+].C12=CC=C(N1)C=C1C=CC(=N1)C=C1C=CC(N1)=CC=1C3=C(C(N1)=C2)C=CC=C3 Benzoporphin zinc (I)